(R)-2-((R)-4-amino-4-carboxy-butanamido)-3-carboxy-N,N,N-trimethylpropan-1-aminium N[C@H](CCC(=O)N[C@@H](C[N+](C)(C)C)CC(=O)O)C(=O)O